C(C)(C)(C)OC(C1=CN=C(C=C1)N1N=CC(=C1O)C=1C=NC(=CC1)OC)=O 6-(5-Hydroxy-4-(6-methoxypyridin-3-yl)-1H-pyrazol-1-yl)nicotinic acid tert-butyl ester